(E)-3-(2-(2-amino-5-pyrimidinyl)-4-morpholino-6-thieno[3,2-d]pyrimidinyl)-N-(2-methoxyethyl)acrylamide NC1=NC=C(C=N1)C=1N=C(C2=C(N1)C=C(S2)/C=C/C(=O)NCCOC)N2CCOCC2